(R)-N-((R)-1-(3-bromo-2-methylphenyl)ethyl)-2-methylpropan-2-sulfinamide BrC=1C(=C(C=CC1)[C@@H](C)N[S@](=O)C(C)(C)C)C